(2S,4R)-2-formylamino-4-((3,4-dichlorophenyl)sulfonylamino)pyrrolidine-1-carboxylic acid tert-butyl ester C(C)(C)(C)OC(=O)N1[C@@H](C[C@H](C1)NS(=O)(=O)C1=CC(=C(C=C1)Cl)Cl)NC=O